1,1,1,3,3,3-hexafluoro-propan-2-yl (R or S)-1-(isoxazol-3-ylcarbamoyl)-6-azaspiro[2.5]octane-6-carboxylate O1N=C(C=C1)NC(=O)[C@@H]1CC12CCN(CC2)C(=O)OC(C(F)(F)F)C(F)(F)F |o1:8|